2-bromo-1,5-dimethyl-4,5,6,7-tetrahydro-1H-imidazo[4,5-c]pyridine BrC=1N(C2=C(CN(CC2)C)N1)C